S1C2=C(C=C1C1=CC(=NC(=N1)C1=CN(C3=NC=C(C=C31)F)S(=O)(=O)C3=CC=C(C)C=C3)NC3C(C1CCC3CC1)C(=O)OC)C=CC=C2 (+/-)-trans-methyl 3-((6-(benzo[b]thiophen-2-yl)-2-(5-fluoro-1-tosyl-1H-pyrrolo[2,3-b]pyridin-3-yl)pyrimidin-4-yl)amino)bicyclo[2.2.2]octane-2-carboxylate